COC1=C(C=C(C(=N1)OC(F)(F)F)NC(OC)=O)C#CC1=CC=C(C=C1)OC Methyl (6-methoxy-5-((4-methoxyphenyl) ethynyl)-2-(trifluoromethoxy) pyridin-3-yl)carbamate